(3',5'-diphenyl-1,1':2',1''-terphenyl-3''-yl)-amine C1(=CC=CC=C1)C1=C(C(=CC(=C1)C1=CC=CC=C1)C1=CC=CC=C1)C1=CC(=CC=C1)N